(S)-2-((5,6-Dichloro-8-ethoxy-9-(1H-pyrazol-4-yl)-2,3-dihydro-1H-pyrrolo[1,2-a]indol-1-yl)amino)-2-oxoethylacetate ClC1=C(C=C(C=2C(=C3N(C12)CC[C@@H]3NC(CCC(=O)[O-])=O)C=3C=NNC3)OCC)Cl